(Z)-N-((4-fluoro-2,6-diisopropylphenyl)carbamoyl)-4-(hydroxyimino)-4,5,6,7-tetrahydrobenzofuran-2-sulfonamide FC1=CC(=C(C(=C1)C(C)C)NC(=O)NS(=O)(=O)C=1OC2=C(C1)\C(\CCC2)=N/O)C(C)C